N1(N=CN=C1)C1=C(C=NC=C1)\C=C(/C#N)\C1=CNC2=CC=C(C=C12)Br (Z)-3-(4-(1H-1,2,4-triazol-1-yl)pyridin-3-yl)-2-(5-bromo-1H-indol-3-yl)-acrylonitrile